(R)-1-cyano-N-(1-(3-cyanophenyl)-1H-imidazol-4-yl)-3-fluoropiperidine-3-carboxamide C(#N)N1C[C@](CCC1)(C(=O)NC=1N=CN(C1)C1=CC(=CC=C1)C#N)F